ClC1=NC(=CC2=CC(=CC=C12)F)Cl 1,3-Dichloro-6-fluoroisoquinoline